NC1=NN=C(O1)C=1C(=CC(=C(C(=O)N2CCC(CC2)(F)C2=CC=C(C#N)C=C2)C1)CC)C1CCC1 4-(1-(5-(5-amino-1,3,4-oxadiazol-2-yl)-4-cyclobutyl-2-ethylbenzoyl)-4-fluoropiperidin-4-yl)benzonitrile